C1=2C=3C=CC=C(C3OC2C=CC=C1)S(=O)(=O)NC1=C(C=CC=C1)C#CC=1C=CC(=NC1)C(=O)O 5-[2-(2-{8-oxatricyclo[7.4.0.02,7]trideca-1(9),2(7),3,5,10,12-hexaene-6-sulfonamido}phenyl)ethynyl]pyridine-2-carboxylic acid